(Z)-3-(dimethylamino)-N-(5-((5-fluoro-2-oxoindol-3-ylidene)methyl)-4-methyl-1H-pyrrol-3-yl)propanamide CN(CCC(=O)NC1=CNC(=C1C)\C=C\1/C(NC2=CC=C(C=C12)F)=O)C